2-butylene terephthalate C1(C2=CC=C(C(=O)OCCCCO1)C=C2)=O